2-amino-5-propylsulfanylaniline NC1=C(N)C=C(C=C1)SCCC